7-cyclopentyl-2-((5-(4-(4-(2-(2,4-dioxotetrahydropyrimidin-1(2H)-yl)benzyl)piperazin-1-yl)piperidin-1-yl)pyridin-2-yl)amino)-N,N-dimethyl-7H-pyrrolo[2,3-d]pyrimidine-6-carboxamide C1(CCCC1)N1C(=CC2=C1N=C(N=C2)NC2=NC=C(C=C2)N2CCC(CC2)N2CCN(CC2)CC2=C(C=CC=C2)N2C(NC(CC2)=O)=O)C(=O)N(C)C